Cl[Bi]=O Bismuthoxychlorid